(9-Methyl-1,3,5,6,7,8-hexahydro-pyrrolo[3,4-b][1,7]naphthyridin-2-yl)-[1-(6-trifluoromethyl-pyridin-3-yl)-pyrrolidin-3(R)-yl]-methanone CC1=C2C(=NC=3CNCCC13)CN(C2)C(=O)[C@H]2CN(CC2)C=2C=NC(=CC2)C(F)(F)F